CN1CCN(CCN(CC1)C)CC1=C(C(=CC(=C1)\C=C\C=1SC(=CC1)C1=CC=C(C=C1)N(C)C)OC)O (E)-2-((4,7-dimethyl-1,4,7-triazonan-1-yl)methyl)-4-(2-(5-(4-(dimethylamino)phenyl)thiophen-2-yl)vinyl)-6-methoxyphenol